1-(4-(4-chlorophenyl)-5-(isopropylthio)thiazol-2-yl)-4-(2,6-dimethylpyridin-4-yl)-3-methyl-1H-pyrazole-5-carboxylic acid ClC1=CC=C(C=C1)C=1N=C(SC1SC(C)C)N1N=C(C(=C1C(=O)O)C1=CC(=NC(=C1)C)C)C